1-((2-((2-(3-chloro-4-fluorophenyl)-1-methoxypropan-2-yl)amino)-1H-benzo[d]imidazol-4-yl)methyl)-3-methylurea ClC=1C=C(C=CC1F)C(COC)(C)NC1=NC2=C(N1)C=CC=C2CNC(=O)NC